C(#N)C1=C(C(=NC(=C1)CC1=C(C=CC=C1)F)C(CCC(=O)O)=O)O 4-[4-Cyano-6-(2-fluoro-benzyl)-3-hydroxy-pyridin-2-yl]-4-oxo-butyric acid